tert-butyl 7-(5-(1-(tert-butoxycarbonyl)azetidin-3-yloxy)pentyl)-3-methyl-3,4-dihydro-1,8-naphthyridine-1(2H)-carboxylate C(C)(C)(C)OC(=O)N1CC(C1)OCCCCCC1=CC=C2CC(CN(C2=N1)C(=O)OC(C)(C)C)C